NC1=NC(=NC(=C1C(F)(F)F)C)C=1C=C2C=CN(C(C2=CC1F)=O)CCC[C@H](C)NC=1C=NNC(C1C(F)(F)F)=O (S)-6-(4-amino-6-methyl-5-(trifluoromethyl)pyrimidin-2-yl)-7-fluoro-2-(4-((6-oxo-5-(trifluoromethyl)-1,6-dihydropyridazin-4-yl)amino)pentyl)isoquinolin-1(2H)-one